[Na].FC1([C@H](C1)C(=O)NC1=NC=C2C=C(C=3N(C2=C1)C=CN3)C=3C=NC(=CC3C)[C@@H](CC=C)O)F (R)-2,2-difluoro-N-(4-(6-((R)-1-hydroxybut-3-en-1-yl)-4-methylpyridin-3-yl)imidazo[1,2-a][1,6]naphthyridin-8-yl)cyclopropane-1-carboxamide sodium